4-(5-indolylamino)-2-[3-methoxy-4-(3-piperidinopropoxy)phenylamino]pyrimidine N1C=CC2=CC(=CC=C12)NC1=NC(=NC=C1)NC1=CC(=C(C=C1)OCCCN1CCCCC1)OC